N-((1S)-2,2-dicyclopropyl-1-(2-(((3R,5R)-2-oxo-5-(trifluoromethyl)piperidin-3-yl)methyl)imidazo[1,2-b][1,2,4]triazin-6-yl)ethyl)-1-ethyl-1H-pyrazole-5-carboxamide C1(CC1)C([C@@H](C=1N=C2N(N=C(C=N2)C[C@@H]2C(NC[C@@H](C2)C(F)(F)F)=O)C1)NC(=O)C1=CC=NN1CC)C1CC1